N-(4'-((4-(3-(hydroxymethyl)tetrahydrofuran-3-yl)-6-(methylsulfonyl)pyridin-2-yl)amino)-5-(1-oxoisoindolin-2-yl)-[2,3'-bipyridin]-6'-yl)acetamide OCC1(COCC1)C1=CC(=NC(=C1)S(=O)(=O)C)NC1=C(C=NC(=C1)NC(C)=O)C1=NC=C(C=C1)N1C(C2=CC=CC=C2C1)=O